The molecule is an anionic phospholipid obtained by deprotonation of the phosphate OH groups of 1-palmitoyl-2-oleoyl-sn-glycero-3-phosphate; major species at pH 7.3. It is a conjugate base of a 1-palmitoyl-2-oleoyl-sn-glycero-3-phosphate. CCCCCCCCCCCCCCCC(=O)OC[C@H](COP(=O)([O-])[O-])OC(=O)CCCCCCC/C=C\\CCCCCCCC